ClC1=CC(=C(C=C1)COC1=CC=CC(=N1)C=1C=NC(=NC1)CC1=NC2=C(N1C[C@H]1OCC1)C=C(C=C2)C(=O)O)F 2-[(5-(6-[(4-chloro-2-fluorophenyl)methoxy]pyridin-2-yl)pyrimidin-2-yl)methyl]-1-{[(2S)-oxetan-2-yl]methyl}-1H-1,3-benzodiazole-6-carboxylic acid